ClC1=C(C=CC=C1C#C)N1C(C2=C(C=3C=CC(=NC13)C(F)(F)F)N(C=N2)C)=O 5-(2-Chloro-3-ethynylphenyl)-1-methyl-7-(trifluoromethyl)-1,5-dihydro-4H-imidazo[4,5-c][1,8]Naphthyridin-4-one